3-fluoro-5-((5'S)-3'-oxotetrahydro-3'H-spiro[piperidine-4,2'-pyrrolo[2,1-b]oxazol]-5'-yl)benzonitrile FC=1C=C(C#N)C=C(C1)[C@@H]1CCC2OC3(C(N21)=O)CCNCC3